2-[methyl(2,2,6,6-tetramethylpiperidin-4-yl)amino][1,3]thiazolo[5,4-b]pyridin CN(C=1SC2=NC=CC=C2N1)C1CC(NC(C1)(C)C)(C)C